2-benzyl 3-methyl 6-((1H-imidazole-1-carbonothioyl)oxy)-4-allyl-4-methyl-2-azabicyclo[3.2.0]heptane-2,3-dicarboxylate N1(C=NC=C1)C(=S)OC1C2C(C(N(C2C1)C(=O)OCC1=CC=CC=C1)C(=O)OC)(C)CC=C